1-(3-chloro-4-((5-chloropyrazin-2-yl)thio)pyridin-2-yl)-1H-pyrazole-4-carboxamide ClC=1C(=NC=CC1SC1=NC=C(N=C1)Cl)N1N=CC(=C1)C(=O)N